dichloro-borane ClBCl